2-[6-bromo-4-(difluoromethyl)-5-fluoro-1-oxophthalazin-2-yl]-N-(5-cyano-3-fluoropyridin-2-yl)acetamide 2-thiocytidine-5'-triphosphate P(O)(=O)(OP(=O)(O)OP(=O)(O)O)OC[C@@H]1[C@H]([C@H]([C@@H](O1)N1C(=S)N=C(N)C=C1)O)O.BrC=1C(=C2C(=NN(C(C2=CC1)=O)CC(=O)NC1=NC=C(C=C1F)C#N)C(F)F)F